1-ethyl-N4-(3,3,3-trifluoropropyl)pyrazolo[3,4-d]pyrimidine-4,6-diamine C(C)N1N=CC=2C1=NC(=NC2NCCC(F)(F)F)N